C1(CC1)C1=CC(=C(C=C1)NC1=CC(=NC=C1C(=O)NOC)NC1=NC=C(C=C1)OC)N(S(=O)(=O)C)C 4-((4-cyclopropyl-2-(N-methylmethanesulfonamido)phenyl)amino)-N-methoxy-6-((5-methoxypyridin-2-yl)amino)nicotinamide